CNC(C1=NC=C(C=C1)N1CCN(CC1)CC=1NC=2NC(N(C(C2N1)=O)C)=O)=O N-methyl-5-(4-((1-methyl-2,6-dioxo-2,3,6,9-tetrahydro-1H-purin-8-yl)methyl)piperazin-1-yl)picolinamide